4-(5-acetylamino-6-fluorobenzo[d]oxazol-2-yl)picolinic acid C(C)(=O)NC=1C(=CC2=C(N=C(O2)C2=CC(=NC=C2)C(=O)O)C1)F